CCCCCCCCCCCCCCCCCCCC(=O)OC[C@H](COP(=O)(O)OC[C@H](CO)O)OC(=O)CCCCCCCCC/C=C\CCCCCCCC 1-eicosanoyl-2-(11Z-eicosenoyl)-glycero-3-phospho-(1'-sn-glycerol)